C1(=CC(=CC=C1)O)O Benzene-1,3-diol